(2-dicyclohexylphosphino-2',6'-diisopropoxy-1,1'-biphenylyl)(2-amino-1,1'-biphenyl-2-yl)palladium(II) methanesulfonate CS(=O)(=O)O.C1(CCCCC1)P(C1=C(C=CC=C1[Pd]C1(C(=CC=CC1)C1=CC=CC=C1)N)C1=C(C=CC=C1OC(C)C)OC(C)C)C1CCCCC1